F[C@H]1[C@H](C1)C(=O)NC1=NC=C2C=C(C(=NC2=C1)OC)C=1C=NC(=CC1C)[C@@H](CCC)O (1R,2R)-2-fluoro-N-(3-{6-[(1R)-1-hydroxybutyl]-4-methylpyridin-3-yl}-2-methoxy-1,6-naphthyridin-7-yl)cyclopropane-1-carboxamide